ClC1=CC(=C(C=C1)[C@@]1(OC2=C(O1)C=CC=C2C2CCN(CC2)CC=2N(C(=C(N2)C)C(CC(=O)OCC)=O)C[C@H]2OCC2)C)F ethyl 3-(2-((4-((S)-2-(4-chloro-2-fluorophenyl)-2-methylbenzo[d][1,3]dioxol-4-yl)piperidin-1-yl)methyl)-4-methyl-1-(((S)-oxetan-2-yl)methyl)-1H-imidazol-5-yl)-3-oxopropanoate